ClC1=NC(=C2NC=NC2=N1)N(C)CC1=CC=C(C=C1)C=1N(C=C(N1)C(F)(F)F)C(C)C 2-chloro-N-(4-(1-isopropyl-4-(trifluoromethyl)-1H-imidazol-2-yl)benzyl)-N-methyl-7H-purin-6-amine